F[B-](F)(F)F.C(CCC)[PH3+] n-butylphosphonium Tetrafluoroborate